(1s,3s)-3-(3-amino-4-(6-(1-methyl-1H-pyrazol-4-yl)pyrazolo[1,5-a]pyridin-4-yl)-1H-pyrazol-1-yl)-3-(cyanomethyl)cyclobutane-1-carbonitrile NC1=NN(C=C1C=1C=2N(C=C(C1)C=1C=NN(C1)C)N=CC2)C2(CC(C2)C#N)CC#N